aluminum zinc-silicon-aluminum-zinc-aluminum [Al].[Zn].[Al].[Si].[Zn].[Al]